vinyltetrahydroindenyl-zirconium dichloride [Cl-].[Cl-].C(=C)[Zr+2]C1CCC2CC=CC=C12